tert-butyl 2-bromo-2-(2-(1-methylcyclopropyl)phenyl)acetate BrC(C(=O)OC(C)(C)C)C1=C(C=CC=C1)C1(CC1)C